NC1=NNC2=CC=C(C=C12)C1=CC(=NC=C1)NC1=CC=C(C=C1)O 4-((4-(3-Amino-1H-indazol-5-yl)pyridin-2-yl)amino)phenol